C(C)(C)(C)OC(=O)N1CC=2N(CC1)C(=C(N2)C(NC(CC2=CNC1=CC=CC=C21)CCCC)=O)Cl ((1-(1H-indol-3-yl)hexan-2-yl)carbamoyl)-3-chloro-5,6-dihydroimidazo[1,2-a]pyrazine-7(8H)-carboxylic acid tert-butyl ester